1-methyl-2-pyrrolecarboxaldehyde CN1C(=CC=C1)C=O